C(C)(C)(C)OC(=O)N1CCC(CC1)CCCN1CCN(CC1)C=1C=C2C(N(C(C2=CC1)=O)C1C(NC(CC1)=O)=O)=O 4-[3-[4-[2-(2,6-dioxo-3-piperidinyl)-1,3-dioxo-isoindolin-5-yl]piperazin-1-yl]propyl]piperidine-1-carboxylic acid tert-butyl ester